tert-Butyl ((1R,2R)-2-(2-hydroxyethoxy)-2,3-dihydro-1H-inden-1-yl)carbamate OCCO[C@H]1[C@@H](C2=CC=CC=C2C1)NC(OC(C)(C)C)=O